(R)-4-(6-(1,4-dimethyl-1H-pyrazol-5-yl)-2-(1H-pyrrolo[2,3-b]pyridin-4-yl)pyrido[3,2-d]pyrimidin-4-yl)-3-methylmorpholine CN1N=CC(=C1C=1C=CC=2N=C(N=C(C2N1)N1[C@@H](COCC1)C)C1=C2C(=NC=C1)NC=C2)C